3-(2,6-difluorophenyl)-2,7-dihydro-1H-2a,4,6,7,9,9a-hexaazadicyclopenta[cd,f]azulene FC1=C(C(=CC=C1)F)C1=NC2=CN=C3N(C4=C2N1CC4)N=CN3